2-dodecylhexadecan-1-ol C(CCCCCCCCCCC)C(CO)CCCCCCCCCCCCCC